NC(CC1CN(C1)C1=CC(=NC=2N1N=C(C2C2=CC=C(C=C2)Cl)C2=C(C=CC=C2)Cl)N(CCC(=O)NC)C)=O 3-[[7-[3-(2-amino-2-oxo-ethyl)azetidin-1-yl]-2-(2-chlorophenyl)-3-(4-chlorophenyl)pyrazolo[1,5-a]pyrimidin-5-yl]-methyl-amino]-N-methyl-propionamide